ClC1=C(C(=CC=C1)F)C=1C=C2C(=CN1)NN=C2C2=CC=C(C=C2)N2CCN(CC2)C 5-(2-chloro-6-fluorophenyl)-3-(4-(4-methylpiperazin-1-yl)phenyl)-1H-pyrazolo[3,4-c]pyridine